ClC1=CC=C(C=C1)C1=C(C=CC=C1)CN1C2CN(CC1CC2)C(=O)C=2C=C1CN(C(C1=CC2)=O)C2C(NC(CC2)=O)=O 3-(5-(8-((4'-chloro-[1,1'-biphenyl]-2-yl)methyl)-3,8-diazabicyclo[3.2.1]octane-3-Carbonyl)-1-oxoisoindolin-2-yl)piperidine-2,6-dione